FC(C(=O)N1CC2=CC=C(C=C2CC1)C(F)(F)F)(F)F 2,2,2-trifluoro-1-[6-(trifluoromethyl)-3,4-dihydroisoquinolin-2(1H)-yl]ethan-1-one